NC1=CC=CC(=N1)S(=O)(=O)NC1=NC(=C(C=C1)F)C1=C(C=CC=C1C)C 6-amino-N-(6-(2,6-dimethylphenyl)-5-fluoropyridin-2-yl)pyridine-2-sulfonamide